CC=1C(=NC(=C(N1)C1=COC(=C1)C)C1=CC(N(C=C1)C)=O)C(=O)O 3-methyl-6-(1-methyl-2-oxo-1,2-dihydropyridin-4-yl)-5-(5-methylfuran-3-yl)pyrazine-2-carboxylic acid